N-(4-((4-([1,2,4]triazolo[1,5-a]pyridin-7-yloxy)-3-methylphenyl)amino)quinazolin-6-yl)-3-(pyrrolidin-2-yl)acrylamide N=1C=NN2C1C=C(C=C2)OC2=C(C=C(C=C2)NC2=NC=NC1=CC=C(C=C21)NC(C=CC2NCCC2)=O)C